O1C(CCCC1)N1N=C(C=2C1=NC=C(C2)O)C(F)(F)F 1-tetrahydropyran-2-yl-3-(trifluoromethyl)pyrazolo[3,4-b]pyridin-5-ol